racemic-N-acetyl-6-benzyloxytryptophan C(C)(=O)N[C@@H](CC1=CNC2=CC(=CC=C12)OCC1=CC=CC=C1)C(=O)O |r|